O1CCOC2=C1C=CC(=C2)C=2NC(C=1N(C2)N=C(C1COC)C(=O)OC)=O Methyl 6-(2,3-dihydro-1,4-benzodioxin-6-yl)-3-(methoxymethyl)-4-oxo-4,5-dihydropyrazolo[1,5-a]-pyrazine-2-carboxylate